C(#N)CC1CCC(CC1)N1C(=NC=2C1=C1C(=NC2)NC=C1)C(=O)NCC(C)(C)O 1-((1r,4r)-4-(cyanomethyl)cyclohexyl)-N-(2-hydroxy-2-methylpropyl)-1,6-dihydroimidazo[4,5-d]pyrrolo[2,3-b]pyridine-2-carboxamide